C(C)(C)C1=C(NC2=CC=C(C=C12)C1CN(CCO1)CC1(COC1)C)C=1C=C(C=2N(C1)N=CN2)C 2-(3-isopropyl-2-(8-methyl-[1,2,4]triazolo[1,5-a]pyridin-6-yl)-1H-indol-5-yl)-4-((3-methyloxetan-3-yl)methyl)morpholine